(R)-(6-((3,5-difluorophenyl)sulfonyl)-1-(4-fluorophenyl)-4,4a,5,6,7,8-hexahydro-1H-pyrazolo[3,4-g]isoquinolin-4a-yl)(4-methylpyridin-2-yl)methanone FC=1C=C(C=C(C1)F)S(=O)(=O)N1C[C@]2(CC3=C(C=C2CC1)N(N=C3)C3=CC=C(C=C3)F)C(=O)C3=NC=CC(=C3)C